1-[[[1-[2-methoxy-4-(trifluoromethyl)phenyl]pyrido[3,4-d]pyridazin-4-yl]amino]methyl]cyclobutanol COC1=C(C=CC(=C1)C(F)(F)F)C1=C2C(=C(N=N1)NCC1(CCC1)O)C=NC=C2